dihydro-coumaroyl-coa C(\C=C\C1CC=C(C=C1)O)(=O)SCCNC(CCNC([C@@H](C(COP(OP(OC[C@@H]1[C@H]([C@H]([C@@H](O1)N1C=NC=2C(N)=NC=NC12)O)OP(=O)(O)O)(=O)O)(=O)O)(C)C)O)=O)=O